C(CCCCCCCCCCCCCCC)NCCCCCCCCCCCCCCCC di-(n-hexadecyl)amine